1-(3-chlorophenyl)-4-{3-{4-(trifluoromethoxy)phenyl}-1,2,4-oxadiazol-5-yl}pyrrolidin-2-one ClC=1C=C(C=CC1)N1C(CC(C1)C1=NC(=NO1)C1=CC=C(C=C1)OC(F)(F)F)=O